C(C=C)OC(=O)C=1C2=C(NN1)CCOC2 1,4,6,7-Tetrahydropyrano[4,3-c]pyrazole-3-carboxylic acid allyl ester